Nonan-2-ylcarbamate CC(CCCCCCC)NC([O-])=O